3,5-dimethoxy-4-ethoxyamphetamine COC=1C=C(CC(N)C)C=C(C1OCC)OC